N-(5-((4-(1H-indol-3-yl)pyrimidin-2-yl)amino)-2-fluoro-4-methoxyphenyl)-4-(dimethylamino)but-2-enamide N1C=C(C2=CC=CC=C12)C1=NC(=NC=C1)NC=1C(=CC(=C(C1)NC(C=CCN(C)C)=O)F)OC